(1S,2R,5R)-5-(4-chloro-benzyl)-2-(chloromethyl)-2-methyl-1-(1H-1,2,4-triazol-1-ylmethyl)cyclopentanol ClC1=CC=C(C[C@H]2CC[C@@]([C@]2(O)CN2N=CN=C2)(C)CCl)C=C1